C(\C=C/C#N)#N maleonitril